C1([C@H](O)[C@H](O)[C@H](O1)CO)CC=1C(NC(NC1)=O)=O ribosyl-thymine